6-(4-(dimethylamino)phenyl)-4-(methylthio)pyridin-2-amine CN(C1=CC=C(C=C1)C1=CC(=CC(=N1)N)SC)C